N(=[N+]=[N-])CCCN 3-azido-propylamine